C(C)(C)(C)OC(=O)N1C(C=2CN(CCC2C2=C1C=CS2)C(=O)OC(C)(C)C)=O Di-tert-butyl-5-oxo-8,9-dihydrothieno[3,2-c][2,7]naphthyridine-4,7(5H,6H)-dicarboxylate